COC=1C(=C2C=CN(C2=C(C1)C)C(=O)OC(C)(C)C)CN1C(CN(CC1)C1COC1)C1=CC=C(C=C1)C(=O)OC tert-Butyl 5-methoxy-4-((2-(4-(methoxycarbonyl)phenyl)-4-(oxetan-3-yl)piperazin-1-yl)methyl)-7-methyl-1H-indole-1-carboxylate